diphosphine rhodium [Rh].P.P